O1CCCC2=CC=CC=C12 dihydro-2H-chromen